OC1=C(C(=CC(=C1S(=O)(=O)NC(C)=O)CCCCC)O)C1C(CCC(=C1)C)C(=C)C N-((2,6-dihydroxy-5'-methyl-4-pentyl-2'-(prop-1-en-2-yl)-1',2',3',4'-tetrahydro-[1,1'-biphenyl]-3-yl)sulfonyl)acetamide